NC1=NC(=C(C=2C1=NN(N2)CCC2=NC=CC=C2)C2=C(N=CO2)C)C=2C=C(C#N)C=CC2 3-(4-amino-7-(4-methyloxazol-5-yl)-2-(2-(pyridin-2-yl)ethyl)-2H-[1,2,3]triazolo[4,5-c]pyridin-6-yl)benzonitrile